C(#N)C=1C=C(N(C1)C)C(=O)O 4-cyano-1-methyl-1H-pyrrole-2-carboxylic acid